C(#N)C(C(=O)N1CC2(CC2)[C@@H]([C@@H]1CC=1C(=C(C=CC1)C1=CC=CC=C1)F)NS(=O)(=O)C)C N-((6S,7S)-5-(2-cyanopropanoyl)-6-((2-fluoro-[1,1'-biphenyl]-3-yl)methyl)-5-azaspiro[2.4]heptan-7-yl)methanesulfonamide